3-(1-hydroxy-4,4-dimethylcyclohexyl)allyl acetate C(C)(=O)OCC=CC1(CCC(CC1)(C)C)O